(2S)-2-[4-[(Z)-3-(4-Nitrophenyl)prop-2-enoyl]phenoxy]propanoic acid [N+](=O)([O-])C1=CC=C(C=C1)\C=C/C(=O)C1=CC=C(O[C@H](C(=O)O)C)C=C1